(Z)-3-benzylidene-2-(methyl-[2-pyridyl]amino)-1-oxoisoindoline-5-carbonitrile C(/C1=CC=CC=C1)=C\1/N(C(C2=CC=C(C=C12)C#N)=O)N(C1=NC=CC=C1)C